(3Z,6Z)-10-chloro-3,6-decadiene ClCCC\C=C/C\C=C/CC